2-[4-methyl-3-[5-(1-methylpyrazolo[3,4-C]pyridin-4-yl)pyrazin-2-yl]-2-oxo-benzimidazol-1-yl]acetic acid CC1=CC=CC=2N(C(N(C21)C2=NC=C(N=C2)C2=C1C(=CN=C2)N(N=C1)C)=O)CC(=O)O